(R)-7-Oxa-2-aza-spiro[4.5]decane-2-carboxylic acid [7-(3,6-dihydro-2H-pyran-4-yl)-4-methoxy-thiazolo[4,5-c]pyridin-2-yl]-amide O1CCC(=CC1)C=1C2=C(C(=NC1)OC)N=C(S2)NC(=O)N2C[C@@]1(CC2)COCCC1